cis-2,3-dimethylpiperazine-1-carboxylic acid tert-butyl ester C(C)(C)(C)OC(=O)N1[C@H]([C@H](NCC1)C)C